3-Fluoro-5-(2-(2-fluorophenyl)piperidin-1-yl)-N-((R,E)-4-(methylsulfonyl)but-3-en-2-yl)picolinamide FC=1C(=NC=C(C1)N1C(CCCC1)C1=C(C=CC=C1)F)C(=O)N[C@H](C)\C=C\S(=O)(=O)C